ClC1=C(C(=CC=C1)Cl)N1CN(C2=C(C1=O)C=NC1=C2C=C(N1S(=O)(=O)C1=CC=C(C)C=C1)C=1C=NN(C1)C1CCN(CC1)C(=O)OC(C)(C)C)C tert-butyl 4-(4-(3-(2,6-dichlorophenyl)-1-methyl-4-oxo-7-tosyl-2,3,4,7-tetrahydro-1H-pyrrolo[3',2':5,6]pyrido[4,3-d]pyrimidin-8-yl)-1H-pyrazol-1-yl)piperidine-1-carboxylate